silver HCl Cl.[Ag]